di(hydroperoxycyclohexyl) peroxide O(O)C1(CCCCC1)OOC1(CCCCC1)OO